C(N)(=O)C1=NN(C2=CC(=CC=C12)OCC#N)CC(=O)O 2-(3-carbamoyl-6-(cyanomethoxy)-1H-indazol-1-yl)acetic acid